FC(OC1=C(C=C(C=C1)OC1=CC=C(C=C1)CN1C[C@@H](CCC1)O)C1=NN(C=C1NC(=O)C=1C=NN2C1N=CC=C2)C)F |r| N-[3-[2-(difluoromethoxy)-5-[4-[[rac-(3R)-3-hydroxy-1-piperidyl]methyl]phenoxy]phenyl]-1-methyl-pyrazol-4-yl]pyrazolo[1,5-a]pyrimidine-3-carboxamide